2-amino-N-(methyl)-5-chloro-3-methylbenzamide NC1=C(C(=O)NC)C=C(C=C1C)Cl